OC(C(C)O)C1=CC(=C(C=N1)C1=NC=C2C=C(N=CC2=C1)NC(=O)C1CC1)C N-(7-(6-(1,2-dihydroxypropyl)-4-methylpyridin-3-yl)-2,6-naphthyridin-3-yl)cyclopropanecarboxamide